5-((4-(7-chloroimidazo[1,2-a]pyridin-6-yl)piperidin-1-yl)sulfonyl)-2-methylthiazole ClC1=CC=2N(C=C1C1CCN(CC1)S(=O)(=O)C1=CN=C(S1)C)C=CN2